(R)-N-(benzo[d]thiazol-5-yl)-1-(quinolin-6-ylsulfonyl)pyrrolidine-3-carboxamide S1C=NC2=C1C=CC(=C2)NC(=O)[C@H]2CN(CC2)S(=O)(=O)C=2C=C1C=CC=NC1=CC2